4-(3,4-dimethyl-2-(p-tolyl)-2H-pyrazolo[3,4-d]pyridazin-7-yl)-N-(3-(dimethylamino)propyl)piperazine-1-carboxamide CC=1N(N=C2C(=NN=C(C21)C)N2CCN(CC2)C(=O)NCCCN(C)C)C2=CC=C(C=C2)C